COC1=NC=CC=C1C1=NNC2=NC(=CN=C21)N2CC1C(C1CC2)(C2=NOC(=C2)C)CN [3-[3-(2-methoxypyridin-3-yl)-1H-pyrazolo[3,4-b]pyrazin-6-yl]-7-(5-methyl-1,2-oxazol-3-yl)-3-azabicyclo[4.1.0]heptan-7-yl]methanamine